C(#N)C1CC2(C1)C[C@H](N(CC2)CC2=C1C=CNC1=C(C=C2OC)C)C2=CC=C(C(=O)N[C@H](CC(=O)O)C)C=C2 (S)-3-(4-((2R,4s,6S)-2-cyano-7-((5-methoxy-7-methyl-1H-indol-4-yl)methyl)-7-azaspiro[3.5]nonan-6-yl)benzamido)butanoic acid